N-[2-[[4-(Diethylamino)butyl]amino]-6-(3,5-dimethoxyphenyl)pyrido[2,3-d]pyrimidin-7-yl]-N'-(1,1-dimethylethyl)-urea C(C)N(CCCCNC=1N=CC2=C(N1)N=C(C(=C2)C2=CC(=CC(=C2)OC)OC)NC(=O)NC(C)(C)C)CC